FC1=CC=C(C=C1)C=1C(=C(C(=NC1C)C)C(=O)NC1=CC(=C(C=C1)OC1=CC=NC2=CC(=CN=C12)C(C)C)F)O 5-(4-Fluorophenyl)-N-[3-fluoro-4-[(7-propan-2-yl-1,5-naphthyridin-4-yl)oxy]phenyl]-4-hydroxy-2,6-dimethylpyridine-3-carboxamide